FC(C(=O)O)(F)F.FC1=CC=CC(=N1)NS(=O)(=O)C1=NC=C(C(=C1)C)N(C1CCNCC1)C N-(6-fluoropyridin-2-yl)-4-methyl-5-(methyl-(piperidin-4-yl)amino)pyridine-2-sulfonamide trifluoroacetate salt